FC=1C=CC(=C(C#N)C1)C12CC(C1)(C2)C2CN(C2)C(=O)N2C[C@H](CC2)C2=NC=NN2 5-Fluoro-2-[3-[1-[(3S)-3-(1H-1,2,4-triazol-5-yl)pyrrolidine-1-carbonyl]azetidin-3-yl]-1-bicyclo[1.1.1]pentanyl]benzonitrile